CC=1C=C(C=C(C1)C)N(C(C1=CC=CC=C1)=O)O N-(3,5-dimethylphenyl)-N-hydroxybenzoamide